Pyridinedicarboxylic acid dichloride N1=C(C(=CC=C1)C(=O)Cl)C(=O)Cl